The molecule is a trihydroxyflavone that is flavone substituted by hydroxy groups at positions 5, 7 and 4', a methoxy group at position 3 and a 6-hydroxy-2-methylhept-2-en-6-yl substituted tetrahydrofuran ring across positions 5' and 6'. It has been isolated from Morus nigra. It has a role as a plant metabolite. It is a trihydroxyflavone, a monomethoxyflavone and an extended flavonoid. CC(=CCCC(C)([C@@H]1CC2=C(C=CC(=C2O1)O)C3=C(C(=O)C4=C(C=C(C=C4O3)O)O)OC)O)C